ethyl 6-bromo-4-hydroxy-2-oxo-1-(2-(piperidin-1-yl)ethyl)-1,2-dihydro-1,8-naphthyridine-3-carboxylate BrC=1C=C2C(=C(C(N(C2=NC1)CCN1CCCCC1)=O)C(=O)OCC)O